C(C)N1CCC(CC1)(C(=O)O)NC([C@H](C(C)C)NC(CCCC#CC=1C=NC(=NC1)S(=O)(=O)C)=O)=O (S)-1-ethyl-4-(3-methyl-2-(6-(2-(methanesulfonyl)pyrimidin-5-yl)hex-5-ynamido)butanamido)piperidin-4-carboxylic acid